C(C)(C)OC1=C(C=C2CN(C(C2=C1)=O)C1CCC(CC1)N1CCNCC1)NC(=O)C=1C=NN2C1N=CC=C2 N-(6-isopropoxy-1-oxo-2-((1r,4r)-4-(piperazin-1-yl)cyclohexyl)isoindolin-5-yl)pyrazolo[1,5-a]pyrimidine-3-carboxamide